(S)-2-methyl-7-(6-(3-methylpiperidine-1-carbonyl)naphthalen-1-yl)-5,6,7,8-tetrahydro-[1,2,4]triazolo[4,3-a]pyrazin-3(2H)-one CN1N=C2N(CCN(C2)C2=CC=CC3=CC(=CC=C23)C(=O)N2C[C@H](CCC2)C)C1=O